FC1=C2CCCCC2=CC=C1 5-fluoro-1,2,3,4-tetrahydronaphthalen